CC1=C(C=2N(C=C1C=1NC3=CC=C(C=C3C1C(C)C)OCC1CN(C1)C(CN(C)C)=O)C=NN2)C 1-(3-(((2-(7,8-dimethyl-[1,2,4]triazolo[4,3-a]pyridin-6-yl)-3-isopropyl-1H-indol-5-yl)oxy)methyl)azetidin-1-yl)-2-(dimethylamino)ethan-1-one